hydroxyl-benzazole OC=1NC2=C(C1)C=CC=C2